FC1(CCC1)C#CC1=NC(=NC(=N1)N[C@@H](C(F)(F)F)C)N[C@@H](C(F)(F)F)C 6-((1-Fluorocyclobutyl)ethynyl)-N2,N4-bis((R)-1,1,1-trifluoropropan-2-yl)-1,3,5-triazine-2,4-diamine